(E)-4-(4-methylphenyl)but-3-en-2-one CC1=CC=C(C=C1)/C=C/C(C)=O